OC12CC[C@H]3[C@H]4[C@](CC[C@@H]3[C@]2(CC[C@@H](C1O)OC(C)=O)C)([C@H](CC4)[C@H](C)CCCC(C)(C)O)C acetic acid-(1R,3as,3bs,7s,9ar,9bs,11ar)-5a,6-dihydroxy-1-[(2R)-6-hydroxy-6-methylhept-2-yl]-9a,11a-dimethylhexadecahydro-1H-cyclopenta[1,2-i]phenanthr-7-yl ester